F[C@@H]1CN(CC[C@@H]1OC)C1=NC=CC(=N1)NC=1N=CC2=C(N=CC(=C2C1)C(C)C)N1CC(C1)CS(=O)(=O)C N-{2-[(3R,4S)-3-fluoro-4-methoxypiperidin-1-yl]pyrimidin-4-yl}-8-[3-(methanesulfonylmeth-yl)azetidin-1-yl]-5-(propan-2-yl)-2,7-naphthyridin-3-amine